COCC1CCC(CC1)CNC1=C(C=C(C=C1)S(=O)(=O)NC(C1=C(C=CC=C1)OC=1C=C2C(=NC1)NC=C2)=O)[N+](=O)[O-] N-{[4-({[4-(methoxymethyl)cyclohexyl]methyl}amino)-3-nitrophenyl]sulfonyl}-2-(1H-pyrrolo[2,3-b]pyridin-5-yloxy)benzamide